S1C2=C(C=C1C(C(=C)C1=CC=C(C=C1)OC)=O)C=CC=C2 1-(benzo[b]thiophen-2-yl)-2-(4-methoxyphenyl)prop-2-en-1-one